FC(CN1N=CC=2C1=NC(=CN2)N2CCC1(CC(N(C1=O)C1=NC=CC(=C1)C(F)(F)F)(C)C)CC2)F 8-(1-(2,2-difluoroethyl)-1H-pyrazolo[3,4-b]pyrazin-6-yl)-3,3-dimethyl-2-(4-(trifluoromethyl)pyridin-2-yl)-2,8-diazaspiro[4.5]decan-1-one